6-[6-(cyclopropylmethoxy)-3-pyridinyl]-N-[(2-morpholino-3-pyridinyl)methyl]pyridazine-4-carboxamide C1(CC1)COC1=CC=C(C=N1)C1=CC(=CN=N1)C(=O)NCC=1C(=NC=CC1)N1CCOCC1